ClC1=CC=C(C(=N1)C(=O)O)N[C@H](C)C=1C=C(C=C2C(=NC(=NC12)C1=CC=CC=C1)N(C)C)C (R)-6-chloro-3-((1-(4-(dimethylamino)-2-phenyl-6-methylquinazolin-8-yl)ethyl)amino)picolinic acid